2-(1-(4-bromophenyl)-3-(4-fluorophenyl)-1H-pyrazol-4-yl)-5-methyl-3-(2-(2-oxoindol-5-yl)ethyl)oxazolidin-4-one BrC1=CC=C(C=C1)N1N=C(C(=C1)C1OC(C(N1CCC1=CC2=CC(N=C2C=C1)=O)=O)C)C1=CC=C(C=C1)F